4-(8-((5-chloro-6-fluoro-1H-indazol-4-yl)oxy)-3-cyano-2-((2-methyl-1,2,3,4-tetrahydroisoquinolin-8-yl)oxy)-1,7-naphthyridin-4-yl)piperazine-1-carboxylic acid tert-butyl ester C(C)(C)(C)OC(=O)N1CCN(CC1)C1=C(C(=NC2=C(N=CC=C12)OC1=C2C=NNC2=CC(=C1Cl)F)OC=1C=CC=C2CCN(CC12)C)C#N